NC1=CC=C(C=C1)N1CCC(CC1)NC1=C2CCN(CC2=CC=C1)C(=O)OC(C)(C)C tert-butyl 5-[[1-(4-aminophenyl)-4-piperidyl]amino]-3,4-dihydro-1H-isoquinoline-2-carboxylate